CC1(C2C3CCCC3C(C1)C2)OC(=O)C2C1C=CC(C2)C1 5-(5-methyl-octahydro-4,7-methyleneinden-5-yloxycarbonyl)-bicyclo[2.2.1]Hept-2-ene